(1R,2S)-1-(2-methoxy-5-methylphenyl)-2-(4-methylphenyl)-N-(2-methylquinoline-5-sulfonyl)cyclopropane-1-carboxamide COC1=C(C=C(C=C1)C)[C@@]1([C@@H](C1)C1=CC=C(C=C1)C)C(=O)NS(=O)(=O)C=1C=2C=CC(=NC2C=CC1)C